C(C)OC(=O)[C@@H]1[C@@H](NC(CC1)=O)C1=CC=C(C=C1)[N+](=O)[O-] (2R,3S)-2-(4-nitrophenyl)-6-oxopiperidine-3-carboxylic acid ethyl ester